S1CNC2C1=CC=C2 dihydrocyclopenta[d]thiazole